(3R,4S,5S)-tert-butyl 3-methoxy-5-methyl-4-(methylamino)heptanoate hydrochloride Cl.CO[C@H](CC(=O)OC(C)(C)C)[C@H]([C@H](CC)C)NC